CC=1C=C(C=C([C@H]([C@H]([C@@H]([C@H](C(O)=CC2=CC(=C(C=C2)C)C)O)O)O)O)O)C=CC1C di(3,4-dimethylbenzylidene)-D-sorbitol